TITANIUM-ZIRCONIUM [Zr].[Ti]